FC=1C=C(C=CC1C1=NOC(=N1)C(F)(F)F)CN1OCC(C1=O)(C)C 2-[[3-fluoro-4-[5-(trifluoromethyl)-1,2,4-oxadiazol-3-yl]phenyl]methyl]-4,4-dimethyl-isoxazolidin-3-one